(4-chlorothiazol-2-yl)methanone ClC=1N=C(SC1)C=O